8-((1S,2S,4R)-bicyclo[2.2.1]heptan-2-yl)-2-(1-(methylsulfonyl)piperidin-4-ylamino)-7-oxo-7,8-dihydropyrido[2,3-d]pyrimidine-6-carbonitrile [C@H]12[C@H](C[C@H](CC1)C2)N2C(C(=CC1=C2N=C(N=C1)NC1CCN(CC1)S(=O)(=O)C)C#N)=O